BrC1=CC=2C(=NC=C3C=CC(N(C23)C2=CC(=CC=C2)C(F)(F)F)=O)C=C1 9-bromo-2-oxo-1-[3-(trifluoromethyl)phenyl]-1,2-dihydrobenzo[h][1,6]Naphthyridine